3-chloro-5-(trifluoromethyl)-2-ethylaminopyridine ClC=1C(=NC=C(C1)C(F)(F)F)NCC